BrC=1C(=CN2N=CN=C(C21)N[C@@H](C(=O)OC)CC2=C(C=CC=C2)OCC2CC2)C2=CC=C(C=C2)F methyl (2R)-2-{[5-bromo-6-(4-fluorophenyl)pyrrolo[2,1-f][1,2,4]triazin-4-yl]amino}-3-[2-(cyclopropylmethoxy)-phenyl]propanoate